(S)-1'-(5-(2,3-dichlorophenyl)thiazolo[5,4-d]thiazol-2-yl)-1,3-dihydrospiro[indene-2,4'-piperidin]-1-amine ClC1=C(C=CC=C1Cl)C=1SC2=C(N1)SC(=N2)N2CCC1(CC2)[C@@H](C2=CC=CC=C2C1)N